methyl (2S)-3-(3-(6-mercapto-5,5-dimethyl-1-((tetrahydro-2H-pyran-2-yl)oxy)hexyl)phenyl)-2-methylpropanoate SCC(CCCC(OC1OCCCC1)C=1C=C(C=CC1)C[C@@H](C(=O)OC)C)(C)C